Cl.C1(=CC=CC=C1)C=1C=C2C(=C3C(=NC2=CC1)CCCCC3)N3C[C@H](CC3)N (S)-1-(2-phenyl-7,8,9,10-tetrahydro-6H-cyclohepta[b]quinolin-11-yl)pyrrolidin-3-amine hydrochloride